IC1=CC=C(C=C1)C1=CC=C(C=C1)C1=CC=C(C=C1)I diiodo-1,1':4',1''-terphenyl